5-{2-[5-Bromo-4-fluoro-2-(5-methoxychinolin-8-sulfonamido)phenyl]ethynyl}-pyridin BrC=1C(=CC(=C(C1)C#CC=1C=CC=NC1)NS(=O)(=O)C=1C=CC(=C2C=CC=NC12)OC)F